8-chloro-9-fluoro-2-methyl-spiro[1H-pyrrolo[3,4-c][2,7]naphthyridine-3,3'-oxetane]-5-ol ClC1=C(C=2C3=C(N=C(C2C=N1)O)C1(COC1)N(C3)C)F